BrC1=CC(=C(S1)C=O)CC(CCCC)CC 5-bromo-3-(2-ethylhexyl)thiophene-2-formaldehyde